N-[(R)-3-decanoyloxytetradecanoyl]-O-[6-O-benzyl-2,3-di-[(R)-3-decanoyloxytetradecanoylamino]-2,3-dideoxy-β-D-allopyranosyl]-L-serine methyl ester COC([C@@H](NC(C[C@@H](CCCCCCCCCCC)OC(CCCCCCCCC)=O)=O)CO[C@H]1[C@@H]([C@@H]([C@H](O)[C@H](O1)COCC1=CC=CC=C1)NC(C[C@@H](CCCCCCCCCCC)OC(CCCCCCCCC)=O)=O)NC(C[C@@H](CCCCCCCCCCC)OC(CCCCCCCCC)=O)=O)=O